CC(C(=O)C1=CC=C(C=C1)C(C)(C)C)C 2-methyl-1-[4-(tert-butyl)phenyl]-1-propanone